2-(3-{6-[(1H-benzotriazol-1-yl)methyl]-6H-pyrrolo[2,3-c]pyridin-2-yl}-4-fluorophenoxy)ethan-1-ol N1(N=NC2=C1C=CC=C2)CN2C=C1C(C=C2)=CC(=N1)C=1C=C(OCCO)C=CC1F